BrC1=CC2=C(N=C(S2)C(C(CNC2=NC=C(C=N2)SC)C)N)C=C1 (6-bromobenzo[d]thiazol-2-yl)-2-methyl-N3-(5-(methylthio)pyrimidin-2-yl)propane-1,3-diamine